ClC=1C=C(C=CC1)N1CCN(CC1)CCCCN1C2=C(CCCC1=O)C=CC=C2 1-(4-(4-(3-Chlorophenyl)piperazin-1-yl)butyl)-1,3,4,5-tetrahydro-2H-benzo[b]azepin-2-one